(R)-2-((3E,7E)-12,12-difluoro-4,8-dimethyldodecane-3,7,11-trien-1-yl)-2,5,7,8-tetramethylchroman-6-ol FC(=CCC/C(=C/CC/C(=C/CC[C@]1(OC2=C(C(=C(C(=C2CC1)C)O)C)C)C)/C)/C)F